2-fluoro-3-(propylsulfonylamino)benzoic acid FC1=C(C(=O)O)C=CC=C1NS(=O)(=O)CCC